ClC(=O)SCl Chloro(chlorothio)oxo-methane